(2S,3R)-3-(3,4-bis(benzyloxy)phenyl)-2-dibenzylamino-3-hydroxypropionic acid C(C1=CC=CC=C1)OC=1C=C(C=CC1OCC1=CC=CC=C1)[C@H]([C@@H](C(=O)O)N(CC1=CC=CC=C1)CC1=CC=CC=C1)O